N-((1s,3s)-3-(6-((4-(3-(4-(2-(2,6-dioxopiperidin-3-yl)-1,3-dioxoisoindoline-4-yl)piperazin-1-yl)propoxy)benzyl)amino)-9H-purin-9-yl)cyclobutyl)-6-methylpicolinamide O=C1NC(CC[C@@H]1N1C(C2=CC=CC(=C2C1=O)N1CCN(CC1)CCCOC1=CC=C(CNC2=C3N=CN(C3=NC=N2)C2CC(C2)NC(C2=NC(=CC=C2)C)=O)C=C1)=O)=O